bicyclo[3.2.1]octane-3-one C12CC(CC(CC1)C2)=O